(S)-tert-butyl 5-(3-((1-((3-amino-4-fluorobenzyl)sulfonyl)-2,2-dimethylpiperidin-4-yl)amino)-2-fluorophenyl)-3-(2-(tert-butoxy)-2-oxoethoxy)-4-chlorothiophene-2-carboxylate NC=1C=C(CS(=O)(=O)N2C(C[C@H](CC2)NC=2C(=C(C=CC2)C2=C(C(=C(S2)C(=O)OC(C)(C)C)OCC(=O)OC(C)(C)C)Cl)F)(C)C)C=CC1F